nickel-copper-iron-manganese sodium [Na].[Mn].[Fe].[Cu].[Ni]